Cl.NCCN1CCN(CC1)CC1=CC=C(C=C1)C1=CC2=C(N=CN=C2C=2C(=C(C=C(C2)F)NC(C2=C(C=C(C=C2)C(C)(C)O)F)=O)C)N1 N-(3-(6-(4-((4-(2-aminoethyl)piperazin-1-yl)methyl)phenyl)-7H-pyrrolo[2,3-d]pyrimidin-4-yl)-5-fluoro-2-methylphenyl)-2-fluoro-4-(2-hydroxypropan-2-yl)benzamide HCl salt